C(CO)(=O)[O-].[Na+].[Na+].FC1=CC=C(C=C1)C1=NOC(=C1)[C@@H]([C@@](CN1N=NN=C1)(O)C1=C(C=C(C=C1)F)F)C.C(CO)(=O)[O-] (2r,3r)-3-(3-(4-fluorophenyl)isoxazol-5-yl)-2-(2,4-difluorophenyl)-1-(1H-tetrazol-1-yl)butan-2-ol disodium glycolate